OCC(C)(C)C1=CC(=NO1)NC(=O)N1N(CCC1)C1=CC=C(C=C1)C(F)(F)F N-(5-(1-hydroxy-2-methylpropan-2-yl)isoxazol-3-yl)-2-(4-(trifluoromethyl)phenyl)pyrazolidine-1-carboxamide